2-[[(3-bromo-4-pyridinyl) amino] methylene] malonate C1(CC(=O)OC(NC2=C(C=NC=C2)Br)O1)=O